4-[1-(3,5-dimethoxy-4-methylphenyl)hexyl]resorcinol (2-amino-3-(3-((6-((3-fluorobenzyl)oxy)pyridin-2-yl)methyl)isoxazol-5-yl)pyridin-1-ium-1-yl)methyl-hydrogenphosphate NC1=[N+](C=CC=C1C1=CC(=NO1)CC1=NC(=CC=C1)OCC1=CC(=CC=C1)F)COP(=O)([O-])O.COC=1C=C(C=C(C1C)OC)C(CCCCC)C1=C(C=C(O)C=C1)O